(5R)-1,5-dimethyl-2-oxo-4-(trifluoromethylsulfonyloxy)-6,7-dihydro-5H-cyclopenta[B]pyridine-3-carboxylic acid ethyl ester C(C)OC(=O)C1=C(C2=C(N(C1=O)C)CC[C@H]2C)OS(=O)(=O)C(F)(F)F